FC1=C2C(=NN(C2=CC=C1)C1=CC=CC(=N1)NC(=O)C=1C=NN(C1)C)NC=1C=C2C=NNC2=CC1 N-[6-[4-fluoro-3-(1H-indazol-5-ylamino)indazol-1-yl]-2-pyridyl]-1-methyl-pyrazole-4-carboxamide